C(C1=CC=CC=C1)[C@H]1C(N[C@H](C(N1)=O)CC1=CC=CC=C1)=O (3S,6S)-3,6-Dibenzylpiperazine-2,5-dione